FC1=C(C=C(C=C1C)C1=C(C=CC=C1C)C)[C@H](CC(=O)O)NC([C@H](CC(C)C)N1N=C(C=C(C1=O)C)CCN1CC(C1)(C)F)=O (S)-3-(4-fluoro-2',5,6'-trimethyl-[1,1'-biphenyl]-3-yl)-3-((S)-2-(3-(2-(3-fluoro-3-methylazetidin-1-yl)ethyl)-5-methyl-6-oxopyridazin-1(6H)-yl)-4-methylpentanamido)propionic acid